C(#N)C1=CC=C(C=N1)NC(O[C@@H](COC1=CC2=C(N=C(S2)C2=C3N=CC(=NC3=CC(=C2)C)OC)C(=C1F)Cl)C)=O (R)-1-((4-chloro-5-fluoro-2-(2-methoxy-7-methylquinoxalin-5-yl)benzo[d]thiazol-6-yl)oxy)propan-2-yl (6-cyanopyridin-3-yl)carbamate